3-trimethoxymethyl-urea COC(NC(N)=O)(OC)OC